N-[(3R)-7-[5-(1-cyano-1-methyl-ethyl)-1,3,4-oxadiazol-2-yl]-4-oxo-3,5-dihydro-2H-1,5-benzothiazepine-3-Yl]carbamic acid tert-butyl ester C(C)(C)(C)OC(N[C@H]1CSC2=C(NC1=O)C=C(C=C2)C=2OC(=NN2)C(C)(C)C#N)=O